ClC1=NC=C(C=C1NC(OC(C)(C)C)=O)C(C)O tert-Butyl (2-chloro-5-(1-hydroxyethyl)pyridin-3-yl)carbamate